OC(CN(CCN(CC(C)O)CC(C)O)CC(C)O)C N,N,N',N'-Tetrakis-(2-hydroxypropyl)-ethylendiamin